ClC=1C=C(C(=O)NC2=C3C(N(C=NC3=CC=C2)[C@H]2[C@@H](C2)C2=CC=CC=C2)=O)C=C(C1O)Cl |r| Rac-3,5-dichloro-4-hydroxy-N-(4-oxo-3-((1R,2S)-2-phenylcyclopropyl)-3,4-dihydroquinazolin-5-yl)benzamide